CS(=O)(=O)OCCOCCCOCCCCCOC1=CC(=CC=C1)[C@@H](C)NC(=O)OC(C)(C)C (R)-2-(3-((5-(3-(1-((tert-butoxycarbonyl)amino)ethyl)phenoxy)pentyl)oxy)propoxy)ethyl methanesulfonate